1-[1-(cyanomethyl)-4-[(4,4-difluorocyclohexyl)amino]cyclohexyl]-3-(cyclopropanecarbonylamino)pyrazole-4-carboxamide C(#N)CC1(CCC(CC1)NC1CCC(CC1)(F)F)N1N=C(C(=C1)C(=O)N)NC(=O)C1CC1